C(C)(C)(C)OC(=O)N1CCN(CC1)C1=NC=NC2=C(C(=C(C=C12)Cl)C1=CC=C(C2=C1N=C(S2)NC(=O)OC(C)(C)C)F)F 4-(7-{2-[(tert-butoxycarbonyl)amino]-7-fluoro-1,3-benzothiazol-4-yl}-6-chloro-8-fluoroquinazolin-4-yl)piperazine-1-carboxylic acid tert-butyl ester